C1(CC1)CN(C(C1=C(C=C(C=C1)C1=NOC(C1)(C(F)(F)F)C1=CC(=CC(=C1)Cl)Cl)C)=O)C1=NN(C(=N1)C)CC1CC1 N-(cyclopropylmethyl)-N-(1-(cyclopropylmethyl)-5-methyl-1H-1,2,4-triazol-3-yl)-4-(5-(3,5-dichlorophenyl)-5-(trifluoromethyl)-4,5-dihydroisoxazol-3-yl)-2-methylbenzamide